5-(benzofuran-6-yl)-N-(1H-indol-3-yl)isoindoline-2-carboxamide O1C=CC2=C1C=C(C=C2)C=2C=C1CN(CC1=CC2)C(=O)NC2=CNC1=CC=CC=C21